C1(CCC(N1C(C(=O)[O-])CCCC(NC(CCCCC)=O)NC(CCCC[C@@H]1SC[C@@H]2NC(=O)N[C@H]12)=O)=O)=O succinimidyl-6-(biotinylamino)-6-caproamidohexanoate